ClC1=C(CNC(=O)[C@]2(C=3C=CC=NC3[C@@]3(CC2)OC3)F)C=CC(=C1)F (2R,5'S)-N-(2-chloro-4-fluoro-benzyl)-5'-fluoro-6',7'-dihydro-5'H-spiro[oxirane-2,8'-quinoline]-5'-carboxamide